C(#N)C1=C(NC2=C(C=NC3=CC=C(C=C23)OC(F)(F)F)C(=O)OCC)C=CC=C1 ethyl 4-(2-cyanoanilino)-6-(trifluoromethoxy)quinoline-3-carboxylate